C(C)(C)(C)OC(=O)N1CC(C1)[C@H]1CN(CCC1)C1CC(C1)(C(=O)O)CC (1R,3s)-3-((R)-3-(1-(tert-butoxycarbonyl)azetidin-3-yl)piperidin-1-yl)-1-ethylcyclobutane-1-carboxylic acid